C1(CCC1)CN[C@H]1CN(CCC1)C1=CC=C(N=N1)CN1N=NC(=C1)C=1C=NC=C(C#N)C1 (R)-5-(1-((6-(3-((cyclobutylmethyl)amino)piperidin-1-yl)pyridazin-3-yl)methyl)-1H-1,2,3-triazol-4-yl)nicotinonitrile